4-Methyl-5-{3-methyl-7-[5-((3aS,6aS)-1-methyl-hexahydro-pyrrolo[3,4-b]pyrrole-5-carbonyl)-pyridin-2-ylamino]-3H-imidazo[4,5-b]pyridin-5-yloxy}-pyridine-2-carbonitrile CC1=CC(=NC=C1OC1=CC(=C2C(=N1)N(C=N2)C)NC2=NC=C(C=C2)C(=O)N2C[C@H]1N(CC[C@H]1C2)C)C#N